N-(5-{[(2R,5R)-2,5-dimethylpyrrolidin-1-yl]methyl}-4-[3-fluoro-5-(trifluoromethyl)phenyl]-1,3-thiazol-2-yl)acetamide C[C@H]1N([C@@H](CC1)C)CC1=C(N=C(S1)NC(C)=O)C1=CC(=CC(=C1)C(F)(F)F)F